CC1(OB(OC1(C)C)C1=CC(=CC=C1)B1OC(C(O1)(C)C)(C)C)C 4,4,5,5-tetramethyl-2-[3-(4,4,5,5-tetramethyl-1,3,2-dioxaborolan-2-yl)phenyl]-1,3,2-dioxaborolan